FC(OC1=CC=C(C=C1)C1CC=NN1C(=O)C1CCN(CC1)C(C)=O)F 1-(4-(5-(4-(difluoromethoxy)phenyl)-4,5-dihydro-1H-pyrazole-1-carbonyl)piperidin-1-yl)ethanone